C(C)(C)(C)OC(=O)N(C1=C(C(=NN1[C@H]1C[C@H](N(C1)C(=O)OC(C)(C)C)CF)C#C[Si](C)(C)C)C#N)C Tert-butyl (2S,4S)-4-{5-[(tert-butoxycarbonyl)(methyl)amino]-4-cyano-3-[2-(trimethylsilyl)ethynyl]pyrazol-1-yl}-2-(fluoromethyl)pyrrolidine-1-carboxylate